FC1(CCC(CC1)NC=1N=CC2=C(N1)NC=C2C=2C=C(C=1N(C2)C(=CN1)CO)F)F (6-(2-((4,4-difluorocyclohexyl)amino)-7H-pyrrolo[2,3-d]pyrimidin-5-yl)-8-fluoroimidazo[1,2-a]pyridin-3-yl)methanol